Cl.FC1=CC=C(C=C1)C1=C(COC2(CCCC2)C1)CCNCC=1SC=CC1OC 2-(9-(4-fluorophenyl)-6-oxaspiro[4.5]dec-8-en-8-yl)-N-((3-methoxythien-2-yl)methyl)ethylamine hydrochloride